1-methylsulfonylazetidin-3-amine hydrochloride Cl.CS(=O)(=O)N1CC(C1)N